ClC1=NC=C(C=C1C1=C2CCN(C(C2=CC(=C1)CN1C(=NC=C1)NC)=O)[C@H](C)C1=CC(=C(C=C1)F)OC)CO (R)-5-(2-chloro-5-(hydroxymethyl)pyridin-3-yl)-2-(1-(4-fluoro-3-methoxyphenyl)ethyl)-7-((2-(methylamino)-1H-imidazol-1-yl)methyl)-3,4-dihydroisoquinolin-1(2H)-one